BrC=1C=C(C=CC1)C(C(=O)OC)NC[C@@H](C)NC(=O)OC(C)(C)C methyl 2-(3-bromophenyl)-2-(((R)-2-((tert-butoxycarbonyl)amino)propyl)amino)acetate